CN(C1(CCC2(CN(C(N2)=O)CC2=CC=C(C=C2)OC)CC1)C1=CC=CC=C1)C Cis-8-dimethylamino-3-[(4-methoxyphenyl)-methyl]-8-phenyl-1,3-diazaspiro[4.5]Decan-2-one